(5-hydroxy-4-methyl-[3,4'-bipyridine]-6-carbonyl)glycine ethyl ester C(C)OC(CNC(=O)C1=C(C(=C(C=N1)C1=CC=NC=C1)C)O)=O